[Si]([O-])([O-])([O-])[O-].[Fe+3].[W+] tungsten Ferric Silicate